(S)-N-((R)-1-(4-(2H-1,2,3-triazol-4-yl)thiophen-2-yl)ethyl)-7-((9,9-difluoro-9H-fluorene-3-carbonyl)glycyl)-1,4-dioxa-7-azaspiro[4.4]nonane-8-carboxamide N=1NN=C(C1)C=1C=C(SC1)[C@@H](C)NC(=O)[C@H]1N(CC2(OCCO2)C1)C(CNC(=O)C=1C=CC=2C(C3=CC=CC=C3C2C1)(F)F)=O